BrC1=CC=C(C=C1)S(=NC(CC=1N=C2N(C=C(C=C2)C2=NOC(=N2)C(F)(F)F)C1)=O)(=O)C N-((4-bromophenyl)(methyl)(oxo)-λ6-sulfaneylidene)-2-(6-(5-(trifluoromethyl)-1,2,4-oxadiazol-3-yl)imidazo[1,2-a]pyridin-2-yl)acetamide